3-((1S,6R,7S)-7-(aminomethyl)-7-(4-methylthiazol-2-yl)-3-azabicyclo[4.1.0]heptan-3-yl)-7-(8-fluoroquinolin-5-yl)-N,N-dimethyl-5H-pyrrolo[2,3-b]pyrazine-5-sulfonamide NC[C@@]1([C@@H]2CCN(C[C@H]12)C1=CN=C2C(=N1)N(C=C2C2=C1C=CC=NC1=C(C=C2)F)S(=O)(=O)N(C)C)C=2SC=C(N2)C